3-Methyl-8-((R)-pyrrolidin-3-yl)-3,8-diazabicyclo[3.2.1]octane CN1CC2CCC(C1)N2[C@H]2CNCC2